C[C@H]1N(C[C@@H](NC1)C)C(=O)OC(C)(C)C |&1:4| tert-butyl (2R,SR)-2,5-dimethylpiperazine-1-carboxylate